1-fluoro-3-(2-(4-(6-(methylamino)pyridin-3-yl)phenyl)imidazo[1,2-a]Pyridin-6-ylamino)propan-2-ol FCC(CNC=1C=CC=2N(C1)C=C(N2)C2=CC=C(C=C2)C=2C=NC(=CC2)NC)O